NC=1N=C(C=C2C=C(N=CC12)NC(=O)NC1=C(C=CC=C1)C#N)C=1C=NC=CC1C 1-[8-amino-6-(4-methyl-3-pyridyl)-2,7-naphthyridin-3-yl]-3-(2-cyanophenyl)Urea